4-(2-chloroethyl)morpholine-HCl salt Cl.ClCCN1CCOCC1